tert-butyl N-[6-[(2R,4R)-4-(4,4-diethyl-2-imino-6-oxo-hexahydropyrimidin-1-yl)-6-[[(4S)-2,2-dimethylchroman-4-yl]carbamoyl]chroman-2-yl]hexyl]carbamate C(C)C1(NC(N(C(C1)=O)[C@@H]1C[C@H](OC2=CC=C(C=C12)C(N[C@H]1CC(OC2=CC=CC=C12)(C)C)=O)CCCCCCNC(OC(C)(C)C)=O)=N)CC